N-((2-(6-((1R,5S,8s)-8-hydroxy-3-azabicyclo[3.2.1]octan-3-yl)pyridin-2-yl)-1,6-naphthyridin-7-yl)methyl)-4-methyl-3-(methylsulfonyl)benzamide OC1[C@H]2CN(C[C@@H]1CC2)C2=CC=CC(=N2)C2=NC1=CC(=NC=C1C=C2)CNC(C2=CC(=C(C=C2)C)S(=O)(=O)C)=O